ClC=1C=C(OC2CCC(CC2)NC(=O)C2=CC=C(N=N2)OC2CN(C2)C(=O)OC(C)(C)C)C=CC1C#N tert-butyl 3-[6-[[4-(3-chloro-4-cyano-phenoxy)cyclohexyl]carbamoyl]pyridazin-3-yl]oxyazetidine-1-carboxylate